tert-butyl (((3-(2-(dimethylamino) ethyl)-1H-indol-4-yl) oxy) methyl) succinate C(CCC(=O)OCOC1=C2C(=CNC2=CC=C1)CCN(C)C)(=O)OC(C)(C)C